2-[(1-allyl-1H-indol-3-yl)methyl]benzoic acid C(C=C)N1C=C(C2=CC=CC=C12)CC1=C(C(=O)O)C=CC=C1